6-(3-chloro-5-fluoro-phenyl)-3-methyl-2,3,4,5-tetrahydropyridine ClC=1C=C(C=C(C1)F)C=1CCC(CN1)C